amino-6-((2,4-dimethoxybenzyl)amino)nicotinic acid ethyl ester C(C)OC(C1=C(N=C(C=C1)NCC1=C(C=C(C=C1)OC)OC)N)=O